ClC1=C(CNC(=O)[C@H]2C=3C=CC=NC3[C@H](CC2)O)C=CC(=C1F)F (5R,8S)-N-(2-chloro-3,4-difluorobenzyl)-8-hydroxy-5,6,7,8-tetrahydro-quinoline-5-carboxamide